N-(2-morpholinoethyl)-2-(3-(trifluoromethyl)benzamido)benzamide O1CCN(CC1)CCNC(C1=C(C=CC=C1)NC(C1=CC(=CC=C1)C(F)(F)F)=O)=O